N-(2,2-dimethoxy-1-(p-tolyl)ethyl)-4-nitrobenzenesulfonamide COC(C(C1=CC=C(C=C1)C)NS(=O)(=O)C1=CC=C(C=C1)[N+](=O)[O-])OC